4-(4-(4-chloro-7,7-dimethyl-5-oxo-5,7-dihydroindolo[1,2-a]quinazolin-9-yl)piperidine-1-carbonyl)bicyclo[2.2.1]heptane-1-carbaldehyde ClC=1C=2C(N=C3N(C2C=CC1)C1=CC=C(C=C1C3(C)C)C3CCN(CC3)C(=O)C31CCC(CC3)(C1)C=O)=O